sodium orthoperiodate I(=O)([O-])([O-])([O-])([O-])[O-].[Na+].[Na+].[Na+].[Na+].[Na+]